(2S,4R)-allyl 4-(2-((1R,3R)-1-(isobutyryloxy)-4-methyl-3-(methylamino)pentyl)thiazole-4-carboxamido)-2-methyl-5-phenylpentanoate C(C(C)C)(=O)O[C@H](C[C@H](C(C)C)NC)C=1SC=C(N1)C(=O)N[C@H](C[C@@H](C(=O)OCC=C)C)CC1=CC=CC=C1